2-Amino-N-(1-(4-chloro-7-ethoxy-1H-indazol-6-yl)ethyl)-6-methylimidazo[1,2-b]pyridazine-3-carboxamide NC=1N=C2N(N=C(C=C2)C)C1C(=O)NC(C)C1=CC(=C2C=NNC2=C1OCC)Cl